(4-(3-(4-((1-(3-(4-(2-(2,6-dioxopiperidin-3-yl)-1,3-dioxoisoindolin-5-yl)piperazin-1-yl)propyl)piperidin-4-yl)methoxy)benzoyl)-6-hydroxybenzo[b]thiophen-2-yl)phenyl)boronic acid O=C1NC(CCC1N1C(C2=CC=C(C=C2C1=O)N1CCN(CC1)CCCN1CCC(CC1)COC1=CC=C(C(=O)C=2C3=C(SC2C2=CC=C(C=C2)B(O)O)C=C(C=C3)O)C=C1)=O)=O